rhodium hexafluorophosphate salt F[P-](F)(F)(F)(F)F.[Rh+3].F[P-](F)(F)(F)(F)F.F[P-](F)(F)(F)(F)F